FC=1C=C(C=CC1OC=1C=C2C=NN(C2=CC1C=1C=NN(C1)C(=O)OC(C)(C)C)CC)NC(=O)C=1C(N(C(=CC1)Cl)C1=CC=C(C=C1)F)=O N-(3-fluoro-4-(1-ethyl-6-(1-Boc-pyrazol-4-yl)-1H-indazol-5-yloxy)phenyl)-6-chloro-2-oxo-1-(4-fluorophenyl)-1,2-dihydropyridine-3-carboxamide